FC1=C(C(=CC(=C1)CNC(C)C)C)N1C=NC(=C1)C1=NC(=NC=C1C(F)(F)F)NC1CCN(CC1)S(=O)(=O)C 4-(1-(2-fluoro-4-((isopropylamino)methyl)-6-methylphenyl)-1H-imidazol-4-yl)-N-(1-(methylsulfonyl)piperidin-4-yl)-5-(trifluoromethyl)pyrimidin-2-amine